5-chloro-4-(8-fluoro-4-isopropyl-3,4-dihydro-2H-benzo[b][1,4]oxazin-6-yl)-N-(1-(methylsulfonyl)piperidin-4-yl)pyrimidin-2-amine ClC=1C(=NC(=NC1)NC1CCN(CC1)S(=O)(=O)C)C1=CC2=C(OCCN2C(C)C)C(=C1)F